CC1=CC(=NN1)N1CCN(CC1)C(=O)OC(C)(C)C tertbutyl 4-(5-methyl-1H-pyrazol-3-yl)piperazine-1-carboxylate